The molecule is a macrolide antibiotic that is tylonolide having a beta-D-mycaminosyl residue attached at position 5. It is a macrolide antibiotic, a monosaccharide derivative, an enone and an aldehyde. It derives from a tylactone. It is a conjugate base of a 5-O-mycaminosyltylonolide(1+). CC[C@@H]1[C@H](/C=C(/C=C/C(=O)[C@@H](C[C@@H]([C@@H]([C@H]([C@@H](CC(=O)O1)O)C)O[C@H]2[C@@H]([C@H]([C@@H]([C@H](O2)C)O)N(C)C)O)CC=O)C)\\C)CO